2-bromo-6-(heptyloxy)naphthalene BrC1=CC2=CC=C(C=C2C=C1)OCCCCCCC